COC=1C=C(CN2C=NC=3C2=NC=C(C3)C#CC3CNCCC3)C=CC1OCC=1C=NC(=CC1)OC 3-(3-methoxy-4-((6-methoxypyridin-3-yl)methoxy)benzyl)-6-(piperidin-3-ylethynyl)-3H-imidazo[4,5-b]pyridine